CC1=NC=C(C(=C1)C=1N=CC=2N(C1)C=C(N2)NC2=NC=C(N=C2)C)OC2C[C@@H]1COC[C@H](C2)N1 6-[2-methyl-5-[[(1S,5R)-3-oxa-9-azabicyclo[3.3.1]nonan-7-yl]oxy]-4-pyridyl]-N-(5-methylpyrazin-2-yl)imidazo[1,2-a]pyrazin-2-amine